6-methyl-N6-threonyl-carbamoylAdenosyl-adenosine CC1(C2=NCN([C@]3([C@](O)([C@H](O)[C@@H](CO)O3)C(N)=O)C[C@@H]3[C@H]([C@H]([C@@H](O3)N3C=NC=4C(N)=NC=NC34)O)O)C2=NC=N1)NC([C@@H](N)[C@H](O)C)=O